1-(undec-1-en-1-yloxy)undec-1-ene C(=CCCCCCCCCC)OC=CCCCCCCCCC